CN(C)C1N=CN=C2N=CNC=12 dimethyladenine